ClC=1C(=C(CN2[C@@H](C[C@@](CC2)(C(=O)O)CC2=NC(=NC(=C2F)C2CC2)NC2=NNC(=C2)C)CC)C=CC1)F (2R,4R)-1-(3-chloro-2-fluorobenzyl)-4-((6-cyclopropyl-5-fluoro-2-((5-methyl-1H-pyrazol-3-yl)-amino)pyrimidin-4-yl)methyl)-2-ethylpiperidine-4-carboxylic acid